C(OCC#CC1=NN(C(C(=C1NC(C(F)(F)F)=O)Cl)=O)C1=CC2=CN(N=C2C=C1)C)(OC)=O 3-(5-chloro-1-(2-methyl-2H-indazol-5-yl)-6-oxo-4-(2,2,2-trifluoroacetamido)-1,6-dihydropyridazin-3-yl)prop-2-yn-1-yl methyl carbonate